FC1=CC=CC=2C(=N[C@@H](C(NC21)=O)NC(=O)C=2C(=NN1C2N=CC=C1)C=1C=NC(=CC1)N1CCOCC1)C1=CC=CC=C1 N-[(3S)-9-fluoro-2-oxo-5-phenyl-1,3-dihydro-1,4-benzodiazepine-3-Yl]-2-(6-morpholin-4-ylpyridin-3-yl)pyrazolo[1,5-a]pyrimidine-3-carboxamide